diethyl 2,5-dihydroxyterephthalate OC1=C(C(=O)OCC)C=C(C(=C1)C(=O)OCC)O